methylenetetrahydrothiophene-3,4-diol C=C1SCC(C1O)O